7-bromo-6,8-difluoro-2-(((2R,7aS)-2-fluorotetrahydro-1H-pyrrolizin-7a(5H)-yl)methoxy)quinazolin-4-ol BrC1=C(C=C2C(=NC(=NC2=C1F)OC[C@]12CCCN2C[C@@H](C1)F)O)F